2,4,4-trimethylpentamethylenediamine CC(CN)CC(CN)(C)C